ethyl (5-(benzyloxy)-4-methyl-[3,3'-bipyridine]-6-carbonyl)glycinate C(C1=CC=CC=C1)OC=1C(=C(C=NC1C(=O)NCC(=O)OCC)C=1C=NC=CC1)C